ClC=1C(=C(C(=O)N2C(CC(CC2)(C(=O)O)CC2=NC(=CC=C2F)NC=2SC(=CN2)C)C(F)(F)F)C=CC1)F 1-(3-chloro-2-fluorobenzoyl)-4-((3-fluoro-6-((5-methylthiazol-2-yl)amino)pyridin-2-yl)methyl)-2-(trifluoromethyl)piperidine-4-carboxylic acid